5-tert-butyl-3-methylbenzene-1,2-diol dibenzoate C(C1=CC=CC=C1)(=O)OC=1C(=C(C=C(C1)C(C)(C)C)C)OC(C1=CC=CC=C1)=O